C1=CC(=CC=2OC3=C(C21)C=CC=C3)C=O dibenzo[b,d]furan-3-carbaldehyde